OC1C(NCC1)C 3-hydroxy-2-methyl-pyrrolidine